ClC=1C(=NC(=NC1)NC1CCOCC1)C1=CC=C2CN(C(C2=C1)=O)[C@@H](C(=O)N[C@H](C)C1=CC(=CC=C1)C)CO (2R)-2-(6-{5-chloro-2-[(oxacyclohex-4-yl)amino]pyrimidin-4-yl}-1-oxo-2,3-dihydro-1H-isoindol-2-yl)-3-hydroxy-N-[(1R)-1-(3-methylphenyl)ethyl]propionamide